Phosphorous Tribromide P(Br)(Br)Br